(R)-(2-cyclopropyloxazol-5-yl)(4-(4-(trifluoromethyl)pyrazolo[1,5-a]pyridin-2-yl)-1,4,6,7-tetrahydro-5H-imidazo[4,5-c]pyridin-5-yl)methanone C1(CC1)C=1OC(=CN1)C(=O)N1[C@H](C2=C(CC1)NC=N2)C2=NN1C(C(=CC=C1)C(F)(F)F)=C2